FC=1C=C2C=NN3C(C2=CC1F)=NN=C3C 8,9-difluoro-3-methyl-[1,2,4]triazolo[3,4-a]phthalazine